5-cyano-N-(4-cyanobicyclo[2.2.2]oct-1-yl)-2-(pyrrolidine-1-sulfonylamino)benzamide C(#N)C=1C=CC(=C(C(=O)NC23CCC(CC2)(CC3)C#N)C1)NS(=O)(=O)N1CCCC1